3-[ETHYL(3-OXOPROPYL)AMINO]PROPANENITRILE C(C)N(CCC#N)CCC=O